7-isopropoxy-imidazo[1,2-a]Pyridine-6-carboxylic acid C(C)(C)OC1=CC=2N(C=C1C(=O)O)C=CN2